(1S,5R)-3-(4-bromophenyl)-8-oxa-3-azabicyclo[3.2.1]octane BrC1=CC=C(C=C1)N1C[C@@H]2CC[C@H](C1)O2